NC1=NC=NC2=CC=C(C=C12)CC(=O)O 2-(4-aminoquinazolin-6-yl)acetic acid